di(4-isopropenylphenyl) sulfone C(=C)(C)C1=CC=C(C=C1)S(=O)(=O)C1=CC=C(C=C1)C(=C)C